C(CCC)(C1=C(C(=CC=C1C)C(C)(C)C)O)C1=C(C(=CC=C1C)C(C)(C)C)O butylidenebis-(6-tert-butyl-3-methylphenol)